3-(2-(5-(4-fluorobenzylidene)-3-(3-chlorophenyl)-4-oxothiazolidin-2-ylidene)hydrazono)-5-bromoindol-2-one FC1=CC=C(C=C2C(N(C(S2)=NN=C2C(NC3=CC=C(C=C23)Br)=O)C2=CC(=CC=C2)Cl)=O)C=C1